C(CCCCCCCCCCCCCCC)OC[C@@H](OCCCCCCCCCCCCCCCC)COP(=O)(O)OCC[N+](C)(C)C 1,2-di(hexadecyl)-sn-glycero-3-phosphorylcholine